N-((2R,3S)-1-(3-(hydroxymethyl)pyridin-4-yl)-2-((((CIS)-4-phenylcyclohexyl)oxy)methyl)-pyrrolidin-3-yl)methanesulfonamide OCC=1C=NC=CC1N1[C@H]([C@H](CC1)NS(=O)(=O)C)CO[C@@H]1CC[C@@H](CC1)C1=CC=CC=C1